ClC1=NN(C=C1C1=NC(=NC(=C1)N1C[C@@H](CC1)NC)N)C (R)-4-(3-chloro-1-methyl-1H-pyrazol-4-yl)-6-(3-(methylamino)pyrrolidin-1-yl)pyrimidin-2-amine